NC1=CC=C(C=C1)C1C(CN(CC1)C(=O)O)(F)F 4-(4-aminophenyl)-3,3-difluoro-piperidine-1-carboxylic acid